FC1=CC2=C(NC[C@@H]3[C@@H](C(N2C)=O)N(C(C3)=O)C3=NC(=CC(=C3)C(F)(F)F)C)C=C1 (3aR,11aS)-8-fluoro-10-methyl-1-(6-methyl-4-(trifluoromethyl)pyridin-2-yl)-1,3a,4,5,10,11a-hexahydro-2H-benzo[b]pyrrolo[2,3-f][1,4]diazocine-2,11(3H)-dione